iron DL-lactate C(C(O)C)(=O)[O-].[Fe+2].C(C(O)C)(=O)[O-]